COC1=CC=C(CS(=O)(=NC2=C(N=C3N2C=CC(=C3)C3=NOC(=N3)C(F)(F)F)C)C)C=C1 (4-methoxybenzyl)(methyl)((2-methyl-7-(5-(trifluoromethyl)-1,2,4-oxadiazol-3-yl)imidazo[1,2-a]pyridin-3-yl)imino)-λ6-sulfanone